[Cl-].OC(C[N+](C)(C)C)C 2-hydroxypropyltrimethylammonium chloride